C[C@]1(CC[C@@H]2[C@H]3CC[C@@]4([C@H](CC[C@H]4[C@@H]3CC[C@@H]2C1)C1(COC1)[2H])C)O (3R,5R,8R,9R,10S,13S,14S,17R)-3,13-dimethyl-17-(oxetan-3-yl-3-d)-2,4,5,6,7,8,9,10,11,12,14,15,16,17-tetradecahydro-1H-cyclopenta[a]phenanthren-3-ol